hydroxymethyl-2,2-dimethyltetrahydrofuro[3,4-d][1,3]dioxole-4-carbonitrile OCC12C(OC(O1)(C)C)COC2C#N